ClC=1C=CC(=C(C1)C1=CC(=NC=C1OC)OC)N1N=NC(=C1)Cl 4-[5-chloro-2-(4-chloro-1H-1,2,3-triazol-1-yl)phenyl]-2,5-dimethoxypyridine